N-{[2'-(2,6-difluoro-3,5-dimethoxyphenyl)-3'-oxo-2',3'-dihydro-1'H-spiro[cyclopropane-1,4'-[2,7]naphthyridine]-6'-yl]methyl}acrylamide FC1=C(C(=C(C=C1OC)OC)F)N1CC2=CN=C(C=C2C2(C1=O)CC2)CNC(C=C)=O